C1(=CC=CC=C1)C=1C=C(C=O)C(=CC1C=O)C 3-phenyl-6-methyl-terephthalaldehyde